NC1=C(SC=C1)C=1SC=CC1N 3,3'-diamino-2,2'-bithiophene